4-(7-cyano-1H-pyrrolo[3,2-c]pyridin-4-yl)-N-[trans-4-(2-hydroxypropan-2-yl)cyclohexyl]benzamide C(#N)C=1C2=C(C(=NC1)C1=CC=C(C(=O)N[C@@H]3CC[C@H](CC3)C(C)(C)O)C=C1)C=CN2